C1(CC1)COC1=C(OC2C3CN(CC2CC3)C=3N=NC(=CC3)C(F)(F)F)C=CC(=C1)C(F)(F)F (8-syn)-8-(2-cyclopropylmethoxy-4-trifluoromethylphenoxy)-3-(6-trifluoromethyl-pyridazin-3-yl)-3-aza-bicyclo[3.2.1]octane